(3R)-3-methyl-4-[7-(1-methyl-1H-pyrazol-5-yl)-3-[1-(oxan-2-yl)-1H-pyrazol-5-yl]pyrazolo[1,5-a]pyrimidin-5-yl]morpholine C[C@H]1N(CCOC1)C1=NC=2N(C(=C1)C1=CC=NN1C)N=CC2C2=CC=NN2C2OCCCC2